butyl phosphite P(OCCCC)([O-])[O-]